N-(2-thienylmethyl)carbamic acid tert-butyl ester C(C)(C)(C)OC(NCC=1SC=CC1)=O